C1OCC12CCN(CC2)CC=2C=CC=1C3=C(N(C(C1C2)=O)[C@@H]2CC[C@H](CC2)O)N=C(N=C3)NCC(CC)(F)F trans-8-((2-Oxa-7-azaspiro[3.5]nonan-7-yl)methyl)-3-((2,2-difluorobutyl)amino)-5-(4-hydroxycyclohexyl)pyrimido[4,5-c]isoquinolin-6(5H)-one